Cl.BrC=1C=C2C(N(C(=NC2=CC1)CN1CCNCC1)C)=O 6-bromo-3-methyl-2-(piperazin-1-ylmethyl)quinazolin-4(3H)-one hydrochloride